5-Amino-3-[6-[2-[[3-(3,5-dichloro-2-pyridyl)isoxazol-5-yl]amino]-2-oxo-ethyl]-3-pyridyl]-1-isopropyl-pyrazole-4-carboxamide NC1=C(C(=NN1C(C)C)C=1C=NC(=CC1)CC(=O)NC1=CC(=NO1)C1=NC=C(C=C1Cl)Cl)C(=O)N